ethyl-5-methoxypyrimidin-4-amine C(C)C1=NC=C(C(=N1)N)OC